5-(trans-2-((cyclopropylmethyl)amino)-cyclopropyl)-N-(4,4-difluorocyclohexyl)-6-methylnicotinamide C1(CC1)CN[C@H]1[C@@H](C1)C=1C(=NC=C(C(=O)NC2CCC(CC2)(F)F)C1)C